C1(=CCCC1)C[C@@H](C(=O)[C@@]1(OC1)C)NC([C@H](CC1=CC=C(C=C1)OC)NC(=O)C1(CC1)NC(CN1CCOCC1)=O)=O (2S)-N-[(2S)-3-(cyclopent-1-ene-1-yl)-1-[(2R)-2-methyloxiran-2-yl]-1-oxopropan-2-yl]-3-(4-methoxyphenyl)-2-({1-[2-(morpholin-4-yl)acetamido]cyclopropyl}formamido)propanamide